6-bromo-1'-(2,2-difluoroethyl)-8-methyl-2H-spiro[imidazo[1,5-a]pyridine-3,4'-piperidine]-1,5-dione BrC1=CC(=C2N(C1=O)C1(CCN(CC1)CC(F)F)NC2=O)C